tris(4-((E)-2-(pyridin-4-yl)vinyl)phenyl)amine N1=CC=C(C=C1)/C=C/C1=CC=C(C=C1)N(C1=CC=C(C=C1)\C=C\C1=CC=NC=C1)C1=CC=C(C=C1)\C=C\C1=CC=NC=C1